[N+](=[N-])=C(C(=O)OCC1=CC=CC=C1)C(=O)OC(C)(C)C 1-benzyl 3-(tert-butyl) 2-diazomalonate